CC1(C2=CC=CC=C2C=2C=CC(=CC12)N(C1=C(C=CC=C1)B(O)O)C1=CC=CC=2C(C3=CC=CC=C3C12)(C)C)C (2-((9,9-dimethyl-9H-fluoren-2-yl)(9,9-dimethyl-9H-fluoren-4-yl)amino)phenyl)boronic acid